BrC1=CC2=C(C3=CC=CC=C3C=C2C=C1)OCCCCCCCC 2-bromo-9-(n-octyloxy)anthracene